COC(CC1CCN(CC1)C1=CC2=C(N(C(N2C(C)C)=O)C=2C(=NC(=CC2)OCC2=CC=CC=C2)OCC2=CC=CC=C2)C=C1)=O.C(C=C)(=O)OCCOC1=CC=C(C=C1)C1(C2=CC=CC=C2C=2C=CC=CC12)C1=CC=C(C=C1)OCCOC(C=C)=O 9,9-bis[4-(2-acryloyloxyethyl-oxy)phenyl]fluorene methyl-2-(1-(1-(2,6-bis(benzyloxy)pyridin-3-yl)-3-isopropyl-2-oxo-2,3-dihydro-1H-benzo[d]imidazol-5-yl)piperidin-4-yl)acetate